C(CCC)N(C(CN1C(C(CC1)C(=O)O)C1=CC=C(C=C1)OC)=O)CCCC 1-[2-(dibutylamino)-2-oxoethyl]-2-(4-methoxyphenyl)pyrrolidine-3-carboxylic acid